COC1=NC=C(C2=C1N=C(S2)NC(=O)C=2C=NN(C2)CCOC)C2CCOCC2 1-(2-Methoxy-ethyl)-1H-pyrazole-4-carboxylic acid [4-methoxy-7-(tetrahydro-pyran-4-yl)-thiazolo[4,5-c]pyridin-2-yl]-amide